NC=1NC(C(=C(N1)N)CC(=O)NC=1C=CC(=NC1)C(=O)N[C@H](C(=O)O)C(C)C)=O (2S)-2-({5-[2-(2,4-diamino-6-oxo-1,6-dihydropyrimidin-5-yl)acetamido]pyridin-2-yl}formamido)-3-methylbutanoic acid